N-(2-Fluoro-4-methyl-5-(pyridin-2-yl)phenyl)-3-(2,2,2-trifluoroethyl)-3,6-diazabicyclo[3.1.1]heptane-6-carboxamide FC1=C(C=C(C(=C1)C)C1=NC=CC=C1)NC(=O)N1C2CN(CC1C2)CC(F)(F)F